Cl.CN1N=CC(=C1C1CCN(CC1)C1=NC(=C(C#N)C(=C1)N1[C@H]([C@H](C1)N1CCNCC1)C)C(F)(F)F)C 6-(4-(1,4-dimethyl-1H-pyrazol-5-yl)piperidin-1-yl)-4-((2S,3S)-2-methyl-3-(piperazin-1-yl)azetidin-1-yl)-2-(trifluoromethyl)nicotinonitrile hydrochloride